NC1=NC(=C(C=C1C=1C=C2CC(NC(C2=CC1)=O)CNC)C1=CC=C(C=C1)N1CCOCC1)F 6-(2-amino-6-fluoro-5-(4-morpholinophenyl)pyridin-3-yl)-3-((methylamino)methyl)-3,4-dihydroisoquinolin-1(2H)-one